hydroxyoctadecyl-amide OCCCCCCCCCCCCCCCCCC[NH-]